(R)-2-(p-bromophenoxy)-3-fluoro(2-2H)propionic acid BrC1=CC=C(O[C@](C(=O)O)(CF)[2H])C=C1